C1=CC=NC(=C1)NC2=CC=CC=N2 2,2'-dipyridylamine